5-(2-hydroxyethyl)-1,5,6,7-tetrahydro-4H-pyrazolo[4,3-c]pyridin-4-one OCCN1C(C2=C(CC1)NN=C2)=O